(Z,2E)-5-[1-(1,4-dichlorophenyl)pyrazol-3-yl]oxy-2-methoxyimino-N,3-dimethylpent-3-enamide ClC1(CC=C(C=C1)Cl)N1N=C(C=C1)OC\C=C(/C(/C(=O)NC)=N\OC)\C